BrC1=CC=C(C=C1)C=CC(C=CC1=CC=C(C=C1)O)=O 1-(4-bromophenyl)-5-(4-hydroxyphenyl)-1,4-pentadien-3-one